O[C@H]1CN(CC1)CCCOC=1C(=C(C=CC1)C1=C(C(=CC=C1)OCC=1C=C(C#N)C=CC1)C)C (R)-3-(((3'-(3-(3-Hydroxypyrrolidin-1-yl)propoxy)-2,2'-dimethyl-[1,1'-biphenyl]-3-yl)oxy)methyl)benzonitril